FC=1C=C(C=C(C1)OCC(F)(F)F)C(C)NC(=O)NC1CC2(CC2)C1 1-{1-[3-fluoro-5-(2,2,2-trifluoro-ethoxy)-phenyl]-ethyl}-3-spiro[2.3]hex-5-yl-urea